(S)-N-(3-chloro-4-fluorophenyl)-7-fluoro-1-(2-morpholinoacetamido)-2,3-dihydro-1H-indene-4-carboxamide ClC=1C=C(C=CC1F)NC(=O)C=1C=2CC[C@@H](C2C(=CC1)F)NC(CN1CCOCC1)=O